N[C@@H](CO)CCC (R)-2-aminopentanol